BrC1=CC(=C2C(N(C(C2=C1)=O)C)(C)C)F 6-bromo-4-fluoro-2,3,3-trimethylisoindol-1-one